NC1(CCCCC1)CC(=O)OCC1O[C@@]([C@@H]([C@@H]1[C@H](C(=O)O)C1CCCCC1)O)(C#N)C1=CC=C2C(=NC=NN21)N.C(CCCCCCCCCC)C2=CC=C(C=C2)OC p-undecyl-anisole (2R,3S,4R,5R)-2-((2-(1-aminocyclohexyl)acetoxy)methyl)-5-(4-aminopyrrolo[2,1-f][1,2,4]triazin-7-yl)-5-cyano-4-hydroxytetrahydrofuran-3-yl-2-cyclohexylacetate